C(C)(C)(C)OC(=O)N1CC(C(CC1)C(=O)[O-])CC 1-(tert-butoxycarbonyl)-3-ethylpiperidine-4-carboxylate